N1=CN=C2N=CCC2=C1N 7-Deaza-Adenin